(2-((4-(5-((3R,4R)-3,4-difluoropyrrolidin-1-yl)pyridin-3-yl)-1H-1,2,3-Triazol-1-yl)methyl)imidazo[1,2-a]pyridin-6-yl)methanol F[C@@H]1CN(C[C@H]1F)C=1C=C(C=NC1)C=1N=NN(C1)CC=1N=C2N(C=C(C=C2)CO)C1